N-(4-Hydroxy-3-methoxyphenethyl)-2-(3-hydroxy-4-methoxy-phenyl)-N-methylacetamid OC1=C(C=C(CCN(C(CC2=CC(=C(C=C2)OC)O)=O)C)C=C1)OC